(7R,14R)-6-(methyl-d3)-1-(prop-1-yn-1-yl)-11-(2-(pyrrolidin-3-yl)pyrimidin-5-yl)-6,7-dihydro-7,14-methanobenzo[f]benzo[4,5]imidazo[1,2-a][1,4]diazocin-5(14H)-one formate C(=O)O.C(N1[C@H]2C=3N([C@@H](C4=C(C1=O)C=CC=C4C#CC)C2)C2=C(N3)C=CC(=C2)C=2C=NC(=NC2)C2CNCC2)([2H])([2H])[2H]